perfluoro(2-hydroxymethyl-2,4-di-n-butyl-1,3-dioxolane) potassium salt [K].FC1(OC(OC1(F)F)(C(C(C(C(F)(F)F)(F)F)(F)F)(F)F)C(O)(F)F)C(C(C(C(F)(F)F)(F)F)(F)F)(F)F